C(C)OP(OCC)(=O)CSC1=CC=C(C=C1)O (4-Hydroxyphenylthio)methylphosphonic acid diethyl ester